3-(benzothiazole-2-yl)-5-methyl-salicylaldehyde S1C(=NC2=C1C=CC=C2)C2=C(C(C=O)=CC(=C2)C)O